methyl 5-(4-((6-ethyl-5-oxo-4,5-dihydropyrazolo[1,5-a]pyrimidin-2-yl)methyl) piperazin-1-yl)-6-methylpicolinate C(C)C=1C(NC=2N(C1)N=C(C2)CN2CCN(CC2)C=2C=CC(=NC2C)C(=O)OC)=O